5-(3-methoxyphenyl)-1,3,3,5,7-pentamethyloctahydrobenzo[c]isoxazole COC=1C=C(C=CC1)C1(CC2C(N(OC2(C)C)C)C(C1)C)C